5H,6H,7H-pyrrolo[3,2-c]pyridin-4-one N1C=CC=2C(NCCC21)=O